C(N)(=N)N1C[C@H]2C([C@@H](C1)C2)C(=O)NC(C)(C)C2=NC=C1N2C=CC=C1Cl (1R,5S,6r)-3-carbamimidoyl-N-(2-(8-chloroimidazo[1,5-a]pyridin-3-yl)propan-2-yl)-3-azabicyclo[3.1.1]heptane-6-carboxamide